C(C1=CC=CC=C1)OC(=O)N1C2CN(CC1CC2)C=2C1=C(N=C(N2)Cl)CN(CC1)C(=O)[O-] 4-(8-((benzyloxy)carbonyl)-3,8-diazabicyclo[3.2.1]octan-3-yl)-2-chloro-5,6-dihydropyrido[3,4-d]pyrimidine-7(8H)-carboxylate